2-[4-[3-[1-(5-chloropyrimidin-2-yl)-4-piperidyl]propoxy]-2-fluoro-phenyl]-1-[(3R)-3-[[[2,3-dihydroxy-2-(hydroxymethyl)propyl]amino]methyl]pyrrolidin-1-yl]ethanone ClC=1C=NC(=NC1)N1CCC(CC1)CCCOC1=CC(=C(C=C1)CC(=O)N1C[C@H](CC1)CNCC(CO)(CO)O)F